N-(3'-(1-(4-Fluorophenyl)-1H-pyrazol-4-yl)-2'-hydroxy-[1,1'-biphenyl]-4-yl)acetamide FC1=CC=C(C=C1)N1N=CC(=C1)C=1C(=C(C=CC1)C1=CC=C(C=C1)NC(C)=O)O